3-(4-iodo-1-oxoisoindolin-2-yl)piperidine-2,6-dione-1-d IC1=C2CN(C(C2=CC=C1)=O)C1C(N(C(CC1)=O)[2H])=O